N[C@@H]1CN(CC1)C(=O)C=1SC(=CC1C)C1=CC(=C(C=C1)C1CCN(CC1)CC(C)(C)O)F (S)-(3-aminopyrrolidin-1-yl)(5-(3-fluoro-4-(1-(2-hydroxy-2-methylpropyl)piperidin-4-yl)phenyl)-3-methylthiophen-2-yl)methanone